((6-chloro-4-(3,3-difluorocyclobutyl)pyridin-2-yl)imino)dimethyl-λ6-sulfanone ClC1=CC(=CC(=N1)N=S(=O)(C)C)C1CC(C1)(F)F